(beta-iminopropyl)hexanoic acid N=C(CC(C(=O)O)CCCC)C